tert-Butyl 4-[N-(p-tolylsulfonylamino)-C-(3-pyridyl)carbonimidoyl]piperidine-1-carboxylate C1(=CC=C(C=C1)S(=O)(=O)NN=C(C=1C=NC=CC1)C1CCN(CC1)C(=O)OC(C)(C)C)C